1-(3-(4-amino-3-(4-phenoxyphenyl)-1H-pyrazolo[3,4-d]pyrimidin-1-yl)piperidin-1-yl)-3-(4-(dimethylamino)phenyl)prop-2-en-1-one NC1=C2C(=NC=N1)N(N=C2C2=CC=C(C=C2)OC2=CC=CC=C2)C2CN(CCC2)C(C=CC2=CC=C(C=C2)N(C)C)=O